FC1=CC=C(CNC(=O)NC2CC3(CN(C3)C(C3=CC=C(C=C3)C)=O)C2)C=C1 1-(4-fluorobenzyl)-3-(2-(4-methylbenzoyl)-2-azaspiro[3.3]hept-6-yl)urea